4-(3-(3,5-Dichloro-4-fluorophenyl)-4,4,4-trifluoro-3-hydroxybutyryl)-2-methylbenzoic acid triethylamine salt C(C)N(CC)CC.ClC=1C=C(C=C(C1F)Cl)C(CC(=O)C1=CC(=C(C(=O)O)C=C1)C)(C(F)(F)F)O